N-(2-fluoro-2-methylpropyl)-5-(pyrazolo[1,5-a]pyrimidin-5-yl)-7H-pyrrolo[2,3-d]pyrimidin-2-amine FC(CNC=1N=CC2=C(N1)NC=C2C2=NC=1N(C=C2)N=CC1)(C)C